4-hydroxytetrahydro-2H-thiopyran-4-carboxamide 1,1-dioxide OC1(CCS(CC1)(=O)=O)C(=O)N